N-methylhexahydrocyclopenta[c]pyrrole CN1CC2C(C1)CCC2